2-methylpropan-2-yl 3-amino-3-methylazetidine-1-carboxylate NC1(CN(C1)C(=O)OC(C)(C)C)C